ClC=1C=C(C=CC1)C=1C=C(N=NC1)NC(=O)[C@H]1CN(CCO1)C#N (R)-N-(5-(3-chlorophenyl)pyridazin-3-yl)-4-cyanomorpholine-2-carboxamide